NCCNC(CO)=O N-(Aminoethyl)-2-Hydroxyacetamide